(2-(amino-methyl)-3-fluoro-allyloxy)-N-phenethylbenzo-[d]oxazol-2-amine 4-methylbenzene-sulfonate CC1=CC=C(C=C1)S(=O)(=O)O.NCC(COC1=CC=CC2=C1N=C(O2)NCCC2=CC=CC=C2)=CF